FC1=CN=CC2=C1N=C(N=C2NC=2C=NN(C2)C2=CC=NC=C2)OC[C@]21CCCN1C[C@@H](C2)F 8-fluoro-2-(((2R,7aS)-2-fluorohexahydro-1H-pyrrolizin-7a-yl)methoxy)-4-((1-(pyridin-4-yl)-1H-pyrazol-4-yl)amino)pyrido[4,3-d]pyrimidin